O=C1NC(CCC1C1=NN(C2=CC(=CC=C12)N1CCC(CC1)O[C@H]1[C@@H](CC2(CN(C2)C(=O)OC(C)(C)C)CC1)C)C)=O tert-butyl (6R,7R)-7-[[1-[3-(2,6-dioxo-3-piperidyl)-1-methyl-indazol-6-yl]-4-piperidyl]oxy]-6-methyl-2-azaspiro[3.5]nonane-2-carboxylate